C[C@@H](C(=O)OCC1=C(C=CC(=C1)C1=NC=CC=C1)N1C[C@H](CC1)OC1=NC=C(C=C1)C)N1C(CC(C1)OC)=O (S)-(2-(3-(5-methylpyridin-2-yloxy)pyrrolidin-1-yl)-5-(pyridin-2-yl)phenyl)methanol methyl-(S)-2-(4-methoxy-2-oxopyrrolidin-1-yl)acetate